methyl-dibromomethane CC(Br)Br